picenyl methacrylate C(C(=C)C)(=O)OC1=CC=CC2=CC=C3C4=CC=C5C=CC=CC5=C4C=CC3=C21